NC1=NC=CC(=C1Cl)SC=1C=2N(C(=CN1)N1CCC3([C@@H](C=4N(N=CC4)C3)N)CC1)C=NC2 (S)-1-(8-((2-amino-3-chloropyridin-4-yl)thio)imidazo[1,5-a]pyrazin-5-yl)-4'H,6'H-spiro[piperidine-4,5'-pyrrolo[1,2-b]pyrazole]-4'-amine